FC(C)(F)C1=CC=CC(=N1)C(=O)NC=1C(=CC=2N(C1)C=C(N2)C2CCC(CC2)C(=O)OC)OC methyl 4-[6-[[6-(1,1-difluoroethyl)pyridine-2-carbonyl]amino]-7-methoxy-imidazo[1,2-a]pyridin-2-yl]cyclohexanecarboxylate